tert-butyl ((3S)-1-(cyclopropylamino)-2-hydroxy-1-oxo-6-(3-((2,2,4,6,7-pentamethyl-2,3-dihydrobenzofuran-5-yl)sulfonyl)guanidino)hexan-3-yl)carbamate C1(CC1)NC(C([C@H](CCCNC(=N)NS(=O)(=O)C=1C(=C(C2=C(CC(O2)(C)C)C1C)C)C)NC(OC(C)(C)C)=O)O)=O